FC(N1N=CC(=C1)C1=CC(=NC=N1)N1CCC2(CN3N([C@@H](CC3)C3=CC(=CC(=C3)F)F)C2=O)CC1)F (S)-1-(6-(1-(difluoromethyl)-1H-pyrazol-4-yl)pyrimidin-4-yl)-7'-(3,5-difluorophenyl)dihydro-1'H,3'H,5'H-spiro[piperidine-4,2'-pyrazolo[1,2-a]pyrazol]-1'-one